CC1=CC=CC2=C1OCCN2 8-methyl-3,4-dihydro-2H-benzo[2,1-b][1,4]oxazine